Imidazole-4-acetic Acid Hydrochloride Cl.N1C=NC(=C1)CC(=O)O